N-(4-chloro-2-(2-((6,6-dimethyl-2,4-dioxo-3-azabicyclo[3.1.0]hexan-3-yl)methyl)thieno[3,2-b]pyridin-7-yl)-6-methylphenyl)piperidine-4-carboxamide ClC1=CC(=C(C(=C1)C)NC(=O)C1CCNCC1)C1=C2C(=NC=C1)C=C(S2)CN2C(C1C(C1C2=O)(C)C)=O